(1S,3S)-N'-(5-(2-Fluoro-6-methoxyphenyl)pyridin-2-yl)-N3-(6-methyl-1,2,4-triazin-3-yl)cyclopentane-1,3-diamine FC1=C(C(=CC=C1)OC)C=1C=CC(=NC1)N([C@@H]1C[C@H](CC1)N)C=1N=NC(=CN1)C